FC(OC1=CC=C(C=C1)C1=CN(CC2=C1N=C(N=C2)NCC(F)(F)F)C=2C=CC=1N(C2)C=CN1)F 8-(4-(difluoromethoxy)phenyl)-6-(imidazo[1,2-a]pyridin-6-yl)-2-((2,2,2-trifluoroethyl)amino)pyrido[4,3-d]pyrimidin